CS(=O)(=O)N[C@@H]1[C@@H](N(CCC1)C(=O)OC)CC1=CC(=CC=C1)C1=CSC=C1 methyl cis-3-((methylsulfonyl)amino)-2-(3-(3-thienyl)benzyl)piperidine-1-carboxylate